1,3-diphenyl-1,1,3,3-tetrakis(dimethylsiloxy)disiloxane C1(=CC=CC=C1)[Si](O[Si](O[SiH](C)C)(O[SiH](C)C)C1=CC=CC=C1)(O[SiH](C)C)O[SiH](C)C